C(N)(=O)C=1C=CC(=C2C(=C(N(C12)F)C)C)C1C[C@H](CCC1)NC(OC(C)(C)C)=O tert-butyl ((1S)-3-(7-carbamoyl fluoro-2,3-dimethyl-1H-indol-4-yl)cyclohexyl)carbamate